(NE)-N-isopropoxycarbonyliminocarbamic acid isopropyl ester C(C)(C)OC(/N=N/C(=O)OC(C)C)=O